3-methoxy-2,6-dimethyl-aniline COC=1C(=C(N)C(=CC1)C)C